7-(difluoromethyl)-1-phenyl-1,3-dihydroquinazoline-2,4-dione FC(C1=CC=C2C(NC(N(C2=C1)C1=CC=CC=C1)=O)=O)F